CC1([C@@]2(C(NC(N2)=O)=O)CCN(C1)C1=NC=CC(=N1)C1=NC2=CC(=NC=C2C=C1)CNC(C1=CN=C(C(=C1)S(=O)(=O)C)C)=O)C (R)-N-((2-(2-(6,6-dimethyl-2,4-dioxo-1,3,8-triazaspiro[4.5]decan-8-yl)pyrimidin-4-yl)-1,6-naphthyridin-7-yl)methyl)-6-methyl-5-(methylsulfonyl)nicotinamide